1-(4-methoxybenzyl)-7-methyl-1,5-dihydro-4H-pyrazolo[3,4-d]Pyridazin-4-one COC1=CC=C(CN2N=CC3=C2C(=NNC3=O)C)C=C1